FC=1C(=C(C=NC1)C1=C(C=CC(=C1)S(=O)(=O)N(C)C)S(=O)(=O)N)N1CCCCC1 (5-fluoro-4-(piperidin-1-yl)pyridin-3-yl)-N4,N4-dimethylbenzene-1,4-disulfonamide